C(C)(C)(C)C1=C(C=C(C(=C1)C(C)(C)C)O)C 4,6-di-t-butyl-3-methylphenol